C(=C)C1N(C2CN(C1CC2)C(=O)OC(C)(C)C)C(=O)[O-] O5-tert-butyl 3-vinyl-2,5-diazabicyclo[2.2.2]octane-2,5-dicarboxylate